2,4,6-tris(3,5-diisopropyl-2,6-dihydroxyphenyl)triazinyldibenzyl-zirconium C(C)(C)C=1C(=C(C(=C(C1)C(C)C)O)N1NC(=C(C(=N1)C1=C(C(=CC(=C1O)C(C)C)C(C)C)O)[Zr](CC1=CC=CC=C1)CC1=CC=CC=C1)C1=C(C(=CC(=C1O)C(C)C)C(C)C)O)O